[N+](=O)([O-])C1=CC=CC2=C1NC(=N2)C2=C(C=CC=C2)O 2-(7-nitro-1H-benzimidazole-2-yl)phenol